1-(4-methyl-4-(methyl-(2-morpholino-4-(trifluoromethyl)benzyl)amino)piperidine-1-carbonyl)-1H-pyrazole-3-carboxylic acid tert-butyl ester C(C)(C)(C)OC(=O)C1=NN(C=C1)C(=O)N1CCC(CC1)(N(CC1=C(C=C(C=C1)C(F)(F)F)N1CCOCC1)C)C